C1CN(CCC12CCNCC2)C2=CC=C(C=N2)CN2C1=NC(=NC(=C1N=C2O)N)OCCCC 9-((6-(3,9-diazaspiro[5.5]undecan-3-yl)pyridin-3-yl)methyl)-6-amino-2-butoxy-9H-purin-8-ol